BrC1=CC=CC=2N(CCCCC21)C2=NC=1N(C3=CC=C(C(=C23)F)F)C=NN1 5-(6-bromo-2,3,4,5-tetrahydro-1H-benzo[b]azepin-1-yl)-6,7-difluoro-[1,2,4]triazolo[4,3-a]quinazoline